3-(4-(2-ethyl-3-((4-(4-fluorophenyl)thiazol-2-yl)(methyl)amino)imidazo[1,2-a]pyridin-6-yl)-5,6-dihydropyridin-1(2H)-ylsulfonyl)propan-1-ol C(C)C=1N=C2N(C=C(C=C2)C2=CCN(CC2)S(=O)(=O)CCCO)C1N(C)C=1SC=C(N1)C1=CC=C(C=C1)F